[4-(4-ethylcyclohexanecarbonyl)oxy-2-formyl-phenyl] 4-(6-prop-2-enoyloxyhexoxy)benzoate C(C=C)(=O)OCCCCCCOC1=CC=C(C(=O)OC2=C(C=C(C=C2)OC(=O)C2CCC(CC2)CC)C=O)C=C1